C(C=1C(C(=O)[O-])=CC=CC1)(=O)[O-].CN1C(=[N+](C(=C1)C)C)C.CN1C(=[N+](C(=C1)C)C)C 1,2,3,4-tetramethylimidazolium phthalate